C(C)(C)(C)C=1C=C(C(=O)N2CCN(CC2)C2=CC=C(N=N2)C(=O)NS(=O)(=O)C)C=C(C1)C=1C=NC=C(C1)O 6-[4-[3-tert-Butyl-5-(5-hydroxypyridin-3-yl)benzoyl]piperazin-1-yl]-N-methylsulfonylpyridazine-3-carboxamide